BrC1=NC=C(C=C1F)SC 2-bromo-3-fluoro-5-(methylthio)pyridine